5-chloro-N-[2,4-difluoro-3-[1-(1-[[2-(trimethylsilyl)ethoxy]methyl]imidazol-2-yl)imidazo[1,5-a]pyridin-6-yl]phenyl]-2-methoxypyridine-3-sulfonamide ClC=1C=C(C(=NC1)OC)S(=O)(=O)NC1=C(C(=C(C=C1)F)C=1C=CC=2N(C1)C=NC2C=2N(C=CN2)COCC[Si](C)(C)C)F